2-(2,4-dichlorophenyl)-3-cyano-4-chloromethyl-6-methoxyquinoline ClC1=C(C=CC(=C1)Cl)C1=NC2=CC=C(C=C2C(=C1C#N)CCl)OC